5-((3R,5S)-3-amino-5-methyl-piperidin-1-yl)-quinazoline-8-carbonitrile hydrochloride Cl.N[C@H]1CN(C[C@H](C1)C)C1=C2C=NC=NC2=C(C=C1)C#N